N-[propylhydroxyphosphino]glutamic acid C(CC)P(N[C@@H](CCC(=O)O)C(=O)O)O